3,5-dinitrobenzyl (1R,2R)-2-aminocyclopentane-1-carboxylate N[C@H]1[C@@H](CCC1)C(=O)OCC1=CC(=CC(=C1)[N+](=O)[O-])[N+](=O)[O-]